3-(benzyloxy)-N-[4-(7H-purin-8-yl)phenyl]benzamide C(C1=CC=CC=C1)OC=1C=C(C(=O)NC2=CC=C(C=C2)C2=NC3=NC=NC=C3N2)C=CC1